IC=1C=C(C=CC1)C(C(=O)Cl)=O 2-(3-iodophenyl)-2-oxoacetyl chloride